O1C(CC=CC1)C(=O)N 3,6-dihydro-2H-pyran-2-carboxamide